OCCNS(=O)(=O)C1=NNC=C1 N-(2-hydroxyethyl)-1H-pyrazole-3-sulfonamide